OC1=C(C=CC(=C1)C)C(\C=C/C1=CC=CC=C1)=O (Z)-1-(2-Hydroxy-4-methylphenyl)-3-phenylprop-2-en-1-one